2-[(5-methyl-1,2,4-oxadiazol-3-yl)methyl]-2,3-dihydro-1H-isoindol-1-one CC1=NC(=NO1)CN1C(C2=CC=CC=C2C1)=O